(3S)-1-amino-6-chloro-5-(2,6-difluorophenyl)-3-methyl-7-(trifluoromethyl)-3H-pyrido[3,4-e][1,4]diazepine-2-One NN1C([C@@H](N=C(C2=C1C=NC(=C2Cl)C(F)(F)F)C2=C(C=CC=C2F)F)C)=O